((4-nitrophenoxy)(phenoxy)phosphoryl)-L-alanine butyl ester C(CCC)OC([C@@H](NP(=O)(OC1=CC=CC=C1)OC1=CC=C(C=C1)[N+](=O)[O-])C)=O